(S)-4-((R)-4-benzyl-2-oxooxazolidin-3-yl)-3-(cyclohexylmethyl)-4-oxobutyric acid C(C1=CC=CC=C1)[C@H]1N(C(OC1)=O)C([C@H](CC(=O)O)CC1CCCCC1)=O